3-(3,4-Dichloro-1,2-thiazol-5-ylmethoxy)-1,2-benzothiazole 1,1-dioxide ClC1=NSC(=C1Cl)COC1=NS(C2=C1C=CC=C2)(=O)=O